4-(3,4-difluorophenyl)-1-(2-(1,3-dimethyl-1H-pyrazol-4-yl)pyrimidin-4-yl)piperidin-4-ol FC=1C=C(C=CC1F)C1(CCN(CC1)C1=NC(=NC=C1)C=1C(=NN(C1)C)C)O